1,2-diazine-3-carbohydrazide N1=NC(=CC=C1)C(=O)NN